C(#N)C1=CC(=C(COC2=CC=CC(=N2)N2C=NN(CC2)CC2=NC3=C(N2C[C@H]2OCC2)C=CC=C3C)C=C1)F (S)-2-((4-(6-((4-cyano-2-fluorobenzyl)oxy)pyridin-2-yl)-5,6-dihydro-1,2,4-triazin-1(4H)-yl)methyl)-4-methyl-1-(oxetan-2-ylmethyl)-1H-benzo[d]imidazole